FC1=C(C=CC=C1)C1=NC=2N(C(=N1)NC=1C=CC(=C(C#N)C1)N1CCOCC1)N=CC2 5-((2-(2-fluorophenyl)pyrazolo[1,5-a][1,3,5]triazin-4-yl)amino)-2-morpholinobenzonitrile